2-(3-bromo-1-(2-(isopropylamino)ethyl)-1H-pyrazol-5-yl)acetic acid BrC1=NN(C(=C1)CC(=O)O)CCNC(C)C